(Z)-1-acetyl-2-((4-(3-(1-methyl-1H-pyrazol-4-yl)-phenyl)-6-(morpholine-4-carbonyl)-quinolin-2-yl)-methylene)indolin-3-one C(C)(=O)N1\C(\C(C2=CC=CC=C12)=O)=C/C1=NC2=CC=C(C=C2C(=C1)C1=CC(=CC=C1)C=1C=NN(C1)C)C(=O)N1CCOCC1